OC(=O)C(F)(F)F.FC(O[C@@H](CN)C)F (R)-2-(difluoromethoxy)propan-1-amine TFA salt